4-bromo-3-fluorobenzaldehyde BrC1=C(C=C(C=O)C=C1)F